C1(=CC=CC=C1)P(C1=CC=C(C=C1)OC)(C1=CC=CC=C1)=O diphenyl-(4-methoxyphenyl)phosphine oxide